3-ethynylphenylboronic acid C(#C)C=1C=C(C=CC1)B(O)O